(1R,2S)-1-[4-(5-bromopentoxy)phenyl]-2-phenyl-tetralin-6-ol BrCCCCCOC1=CC=C(C=C1)[C@H]1[C@H](CCC2=CC(=CC=C12)O)C1=CC=CC=C1